3-(2-chloro-3-phenylanilino)isothiazolo[4,5-b]pyrazin ClC1=C(NC2=NSC=3C2=NC=CN3)C=CC=C1C1=CC=CC=C1